5-(((1,4-dioxaspiro[4.5]dec-8-yl)methyl)thio)-2-bromobenzamide O1CCOC12CCC(CC2)CSC=2C=CC(=C(C(=O)N)C2)Br